4-[5-(2-aminoethyl)pyrimidin-2-yl]-3-[2-methyl-6-(1-methylimidazol-2-yl)pyridin-4-yl]oxybenzonitrile NCCC=1C=NC(=NC1)C1=C(C=C(C#N)C=C1)OC1=CC(=NC(=C1)C=1N(C=CN1)C)C